N-(4-(2-(2-aminopyridin-3-yl)-5-phenyl-3H-imidazo[4,5-b]pyridin-3-yl)benzyl)-2-methoxy-3-vinylbenzamide NC1=NC=CC=C1C1=NC=2C(=NC(=CC2)C2=CC=CC=C2)N1C1=CC=C(CNC(C2=C(C(=CC=C2)C=C)OC)=O)C=C1